CC1CCC(CC1)[Si](OC)(OC)C1CCC(CC1)C di(4-methyl-cyclohexyl)dimethoxysilane